OC1=C(C=CC=C1)C=1SC[C@H](N1)C1SC[C@@H](N1C)C(=O)O (4S)-2-[(4S)-2-(2-hydroxyphenyl)-4,5-dihydrothiazol-4-yl]-3-methyl-thiazolidine-4-carboxylic acid